C1(CC1)C1=C(C(=NO1)C1=C(C=CC=C1Cl)Cl)C1OCC2(O1)C[C@H]1CC[C@@H](C2)N1C=1SC2=C(N1)C(=CC=C2)F 2-((1R,5S)-2'-(5-Cyclopropyl-3-(2,6-dichlorophenyl)isoxazol-4-yl)-8-azaspiro[bicyclo[3.2.1]octan-3,4'-[1,3]dioxolan]-8-yl)-4-fluorobenzo[d]thiazol